hexahydropyrazino[2,1-c][1,4]Oxazine C1OCCN2C1=CNCC2